CN1C(C[C@H](C1)C1=CC(=CC=C1)C(F)(F)F)=O (4S)-1-methyl-4-[3-(trifluoromethyl)phenyl]-2-pyrrolidinone